2,3-dimethyl-6-nitro-2H-indazole CN1N=C2C=C(C=CC2=C1C)[N+](=O)[O-]